ClC1=CC=C(C(=N1)C=1N=NN(N1)C([2H])([2H])[2H])NC(C)C=1C=C(C=C2C(N(C=3N(C12)C=NC3C=3C=NC(=CC3)CO)C)=O)C 9-(1-((6-chloro-2-(2-(methyl-d3)-2H-tetrazol-5-yl)pyridin-3-yl)amino)ethyl)-3-(6-(hydroxymethyl)pyridin-3-yl)-4,7-dimethylimidazo[1,5-a]quinazolin-5(4H)-one